N-(2,4-difluoro-3-(5-(3-nitrophenyl)-1H-pyrazolo[3,4-b]pyridine-3-carbonyl)phenyl)propane-1-sulfonamide FC1=C(C=CC(=C1C(=O)C1=NNC2=NC=C(C=C21)C2=CC(=CC=C2)[N+](=O)[O-])F)NS(=O)(=O)CCC